CC1=C(C(NC(=C1)C)=O)CNC(=O)C=1C(=C(N2C=C(C=C2C1)C1=CN=CN1C)C(C)N1CCOCC1)C N-((4,6-dimethyl-2-oxo-1,2-dihydropyridin-3-yl)methyl)-6-methyl-2-(1-methyl-1H-imidazol-5-yl)-5-(1-morpholinoethyl)indolizine-7-carboxamide